4-methyl-mercaptophenylsodium borate B(O)(O)O.CC1=CC(=C(C=C1)[Na])S